C(C)(C)(C)OC(=O)N1CCC(=CC1)C1=CSC(=C1)C(NC1=CC=C(C=C1)CNC(=O)OC(C)(C)C)=O 4-{5-[4-(tert-butoxycarbonylamino-methyl)-phenylcarbamoyl]-thiophen-3-yl}-3,6-dihydro-2H-pyridine-1-carboxylic acid tert-butyl ester